7-(3-((1R,5S,6s)-6-((3-ethoxy-3-oxo-1-phenylpropyl)amino)-3-azabicyclo[3.1.0]Hex-3-yl)propyl)-3,4-dihydro-1,8-naphthyridine-1(2H)-carboxylate C(C)OC(CC(C1=CC=CC=C1)NC1[C@@H]2CN(C[C@H]12)CCCC1=CC=C2CCCN(C2=N1)C(=O)[O-])=O